methyl oleate (methyl cis-9-octadecenoate) CC(C(=O)O)CCCCCC\C=C/CCCCCCCC.C(CCCCCCC\C=C/CCCCCCCC)(=O)OC